(5-amino-1-{6-[(2,6-difluorophenyl)oxy]-4-methylpyridin-3-yl}pyrazol-4-yl)[3-(hydroxymethyl)-2-(oxetan-3-yl)-2,3,4,7-tetrahydro-1H-pyrrolo[2,3-H]isoquinolin-8-yl]methanone NC1=C(C=NN1C=1C=NC(=CC1C)OC1=C(C=CC=C1F)F)C(=O)C1=CC=2C(=CC=C3CC(N(CC23)C2COC2)CO)N1